((3R)-1-methyl-2-oxo-8-(2-(trifluoromethyl)phenoxy)-1,2,3,4-tetrahydroquinolin-3-yl)urea CN1C([C@@H](CC2=CC=CC(=C12)OC1=C(C=CC=C1)C(F)(F)F)NC(=O)N)=O